CN1C(N(C2=NC(=NC=C12)NC=1C(=CC=2N(C1)N=CN2)C)C21CC3(CC(CC(C2)C3)C1)C#N)=O 3-(7-methyl-2-[(7-methyl-[1,2,4]triazolo[1,5-a]pyridin-6-yl)amino]-8-oxo-8,9-dihydro-7H-purin-9-yl)adamantane-1-carbonitrile